C1(=CC=CC=C1)N1N=C(C=C1C1=CC(=CC=C1)CCC)NC(=O)C1CNC(CC1)=O 6-oxopiperidine-3-carboxylic acid [1-phenyl-5-(3-propylphenyl)-1H-pyrazol-3-yl]amide